CC1=CC=CC2=CC3=C(C=CC=C3C(=C12)OC(=O)C1C(CCCC1)C(=O)O)C 1,5-dimethyl-9-(2-carboxycyclohexyl)carbonyloxyanthracene